4-bromo-2-{[3,3-difluorobut-2-yl]oxy}-5-fluorobenzonitrile BrC1=CC(=C(C#N)C=C1F)OC(C)C(C)(F)F